C(C)(C)(C)OC(=O)N[C@H](C(=O)N[C@H](C(=O)NC=1C=CC(=C(CN(C(OCC2C3=CC=CC=C3C=3C=CC=CC23)=O)C)C1)COC(=O)OC1=CC=C(C=C1)[N+](=O)[O-])CCCNC(=O)N)C(C)C (9H-fluoren-9-yl)methyl (5-((S)-2-((S)-2-((tert-butoxycarbonyl)amino)-3-methylbutanamido)-5-ureidopentanamido)-2-((((4-nitrophenoxy)carbonyl)oxy)methyl)benzyl)(methyl)carbamate